ClC=1C(=C(C=CC1)NC(=O)C1=CC(=CC=2NC(=NC21)COC)NC(=O)C2=NC=CC=C2F)C N-(3-chloro-2-methylphenyl)-6-{[(3-fluoropyridin-2-yl)carbonyl]amino}-2-(methoxymethyl)-1H-benzimidazole-4-carboxamide